C(#N)C=1C=C(C(=NC1)C1=CC(=CN1C)C(=O)OC)OCC1=CC(=CC(=C1)F)F methyl 5-{5-cyano-3-[(3,5-difluorophenyl)methoxy]pyridin-2-yl}-1-methyl-1H-pyrrole-3-carboxylate